2-methoxy-2-oxoethyl 2-chloropropionate ClC(C(=O)OCC(=O)OC)C